(1S,2S)-N-(7-chloro-6-(1-((3S,4S)-4-hydroxy-3-methyltetrahydrofuran-3-yl)piperidin-4-yl)isoquinolin-3-yl)-2-(thiophen-2-yl)cyclopropane-1-carboxamide ClC1=C(C=C2C=C(N=CC2=C1)NC(=O)[C@@H]1[C@H](C1)C=1SC=CC1)C1CCN(CC1)[C@]1(COC[C@H]1O)C